2-(2,3,7,8-tetrakis(4-bromophenyl)-5-isopropylbenzo[de]chromen-9-yl)-1,4,5,6-tetrahydropyrimidine BrC1=CC=C(C=C1)C=1OC2=C(C(=C(C=3C2=C(C1C1=CC=C(C=C1)Br)C=C(C3)C(C)C)C3=CC=C(C=C3)Br)C3=CC=C(C=C3)Br)C=3NCCCN3